FC1(CN(CC1)C1=NC=CC(=C1NC(=O)C=1C=NC(=NC1)C(C)C)C1=CC=NN1C)F N-(2-(3,3-difluoropyrrolidin-1-yl)-4-(1-methyl-1H-pyrazol-5-yl)pyridin-3-yl)-2-isopropylpyrimidine-5-carboxamide